COC=1C(=CC2=C(N=C(S2)NC(C(OC2=CC=C(C=C2)OCCC)C2=CC=C(C=C2)S(=O)(=O)CC)=O)C1)OC N-(5,6-Dimethoxy-benzothiazol-2-yl)-2-(4-ethanesulfonyl-phenyl)-2-(4-propoxy-phenoxy)-acetamide